FCCCOC1=NC=CC(=N1)C1=CC=2C=NC(=CC2N1)NC(=O)C=1C=NN(C1)C[C@H]1OCCC1 (S)-N-(2-(2-(3-fluoropropoxy)pyrimidin-4-yl)-1H-pyrrolo[3,2-c]pyridin-6-yl)-1-((tetrahydrofuran-2-yl)methyl)-1H-pyrazole-4-carboxamide